C(#N)C1=CC2=C(N=C(N=C2)NC2CCN(CC2)S(=O)(=O)N(C)C)N(C1=O)C1CCCC1 4-((6-cyano-8-cyclopentyl-7-oxo-7,8-dihydropyrido[2,3-d]pyrimidin-2-yl)amino)-N,N-dimethylpiperidine-1-sulfonamide